3-(4-chlorophenyl)-1-[2-(1,1-difluoroethyl)pyrimidin-4-yl]-N-[(4-methoxyphenyl)methyl]-N-methyl-pyrazolo[4,3-d]pyrimidine-5-carboxamide ClC1=CC=C(C=C1)C1=NN(C2=C1N=C(N=C2)C(=O)N(C)CC2=CC=C(C=C2)OC)C2=NC(=NC=C2)C(C)(F)F